(S)-1-(3-(5-(4-fluorophenyl)-3-(1-methyl-1H-pyrazol-3-yl)pyrazin-2-yl)pyrrolidin-1-yl)prop-2-en-1-one FC1=CC=C(C=C1)C=1N=C(C(=NC1)[C@@H]1CN(CC1)C(C=C)=O)C1=NN(C=C1)C